ClC1=C(C=C(C=N1)C=NS(=O)C(C)(C)C)F N-((6-chloro-5-fluoropyridin-3-yl)methylene)-2-methylpropan-2-sulfinamide